CC1=NC=2N(C(=C1CN1CCC3(COC3)CC1)C)N=CC2C2=CC(=NC=C2)C(F)(F)F 7-((5,7-Dimethyl-3-(2-(trifluoromethyl)pyridin-4-yl)pyrazolo[1,5-a]pyrimidin-6-yl)methyl)-2-oxa-7-azaspiro[3.5]nonane